hexanediol 2,5-furandicarboxylate O1C(=CC=C1C(=O)O)C(=O)O.C(CCCCC)(O)O